7-(3-fluoro-4-methoxy-phenyl)-1,2,3,4-tetrahydronaphthalene-1-carboxylic acid FC=1C=C(C=CC1OC)C1=CC=C2CCCC(C2=C1)C(=O)O